NC1=NC=2C=CC=CC2C2=C1N=C(N2CC(O)(C)C)C 4-amino-α,α,2-trimethyl-1H-imidazo[4,5-c]quinoline-1-ethanol